5-chloro-N-(1-cyanocyclopropyl)-6-fluoro-1-iodo-imidazo[1,5-a]pyridine-7-sulfonamide ClC1=C(C(=CC=2N1C=NC2I)S(=O)(=O)NC2(CC2)C#N)F